(6,6-dimethyl-5,7-dihydro-4H-1,3-benzothiazol-2-yl)methyl N-[[2-(2,6-dioxo-3-piperidyl)-4-fluoro-3-oxo-isoindolin-5-yl]methyl]carbamate O=C1NC(CCC1N1CC2=CC=C(C(=C2C1=O)F)CNC(OCC=1SC2=C(N1)CCC(C2)(C)C)=O)=O